CNC(C1=CC(=C(C=C1)C)S(=O)(=O)N1CCOCC1)=O N,4-dimethyl-3-(morpholinosulfonyl)benzamide